C(=O)(O)C=1OC(C2=CC3=C(OC(C3=CC21)=O)C(=O)O)=O 3,7-dicarboxyfurano[3,4-f]isobenzofuran-1,5-dione